ClC1=CC2=C(N(CN(C2=O)C2=C(NC(C=C2)=O)C)C2=C(C=C(C=C2)F)C(C)C)C=N1 6-chloro-1-(4-fluoro-2-isopropylphenyl)-3-(2-methyl-6-oxo-1,6-dihydropyridin-3-yl)-2,3-dihydro-pyrido-[3,4-d]pyrimidin-4(1H)-one